N-(tert-butyl)-4-(5''-(methylsulfonamido)dispiro[cyclopropane-1,1'-cyclohexane-4',3''-indoline]-1''-carbonyl)furan-2-sulfonamide C(C)(C)(C)NS(=O)(=O)C=1OC=C(C1)C(=O)N1CC2(C3=CC(=CC=C13)NS(=O)(=O)C)CCC1(CC2)CC1